2-amino-5-methoxypyrazolo[1,5-a]pyridine-3-carboxylic acid NC1=NN2C(C=C(C=C2)OC)=C1C(=O)O